1-[(2R,3R,4S,5R)-3,4-Dihydroxy-5-(hydroxymethyl)oxolan-2-yl]pyrimidine-2,4(1H,3H)-dione O[C@H]1[C@@H](O[C@@H]([C@H]1O)CO)N1C(NC(C=C1)=O)=O